6-fluoro-3-((1S,3R)-3-(2-(2-fluorophenyl)-6-(1H-1,2,4-triazol-3-yl)-1H-imidazo[4,5-c]pyridin-1-yl)cyclohexyl)quinazolin-4(3H)-one FC=1C=C2C(N(C=NC2=CC1)[C@@H]1C[C@@H](CCC1)N1C(=NC=2C=NC(=CC21)C2=NNC=N2)C2=C(C=CC=C2)F)=O